Tropan-3-yl-3,5-dichlorobenzoate [C@H]12CC(C[C@H](CC1)N2C)OC(C2=CC(=CC(=C2)Cl)Cl)=O